C(C)(=O)N1CCN(CC1)C=1C=CC2=C(N(C(=N2)OC)C(=O)NCCCC2=CC=CC=C2)C1 6-(4-acetylpiperazin-1-yl)-2-methoxy-N-(3-phenyl-propyl)-1H-benzo[d]imidazole-1-carboxamide